BrN1C(=O)N(C(=O)C1)Br 1,3-dibromohydantoin